C(C)(C)(C)NC1=NC=C2N=C(N(C2=N1)C1CCNCC1)NC1=C(C(=CC=C1)Cl)F N2-tert-butyl-N8-(3-chloro-2-fluorophenyl)-9-(piperidin-4-yl)-9H-purine-2,8-diamine